N[C@H](C(=O)O)CC=1C(=NC=C(C1)Cl)OCC1CC1 (2S)-2-amino-3-[5-chloro-2-(cyclopropylmethoxy)pyridin-3-yl]propanoic acid